OC[C@@H](CC(C)C)NC1=NC(=NC(=N1)CC(C)C1=CC(=CC=C1)OC)NS(=O)(=O)C N-(4-(((R)-1-hydroxy-4-methylpent-2-yl)amino)-6-(2-(3-methoxyphenyl)propyl)-1,3,5-triazin-2-yl)methanesulfonamide